2-((5-chloro-7-(6-((4-cyano-2-fluorobenzyl)oxy)pyridin-2-yl)-2,3-dihydrobenzofuran-4-yl)methyl)-1-((1-(cyanomethyl)cyclopropyl)methyl)-1H-benzo[d]imidazole-6-carboxylic acid ClC=1C=C(C2=C(CCO2)C1CC1=NC2=C(N1CC1(CC1)CC#N)C=C(C=C2)C(=O)O)C2=NC(=CC=C2)OCC2=C(C=C(C=C2)C#N)F